tert-butyl (4-(3-hydroxypicolinamido)benzyl)carbamate OC=1C(=NC=CC1)C(=O)NC1=CC=C(CNC(OC(C)(C)C)=O)C=C1